C(C)(C)(CC)C=1C(=C(C=C(C1)C(C)(C)CC)C1=CC=CC=2NN=NC21)O (3,5-di-t-amyl-2-hydroxyphenyl)benzotriazole